6-iodo-2-methyl-3-(trifluoromethyl)benzoic acid IC1=CC=C(C(=C1C(=O)O)C)C(F)(F)F